O1C=C(C2=C1C=CC=C2)C[C@H](NC(CC=2C=C1C3(OCCN1C2)CCCCC3)=O)B(O)O (R)-(2-(benzofuran-3-yl)-1-(2-(3',4'-dihydrospiro[cyclohexane-1,1'-pyrrolo[2,1-c][1,4]oxazine]-7'-yl)acetamido)ethyl)boronic acid